Cl.Cl.NCC1=CC(=CS1)C(N)=N 5-(aminomethyl)thiophene-3-carboximidamide dihydrochloride